NC[C@@H](CCC)O |r| racemic-1-aminopentan-2-ol